ClC=1C=C(C(=C(C1)O)I)CC 5-chloro-3-ethyl-2-iodo-phenol